CC1(CCC(CC1)NC(=O)C1CCN(CC1)C(=O)C1=NNC(=C1)C1=CC(=NC=C1)OC)C N-(4,4-dimethylcyclohexyl)-1-[5-(2-methoxypyridin-4-yl)-1H-pyrazole-3-carbonyl]piperidine-4-carboxamide